C12CC(CC2C1)OC1=C(C=C(C=C1F)NC(=O)C=1N=C(OC1CCC)N1C2C(CC1)CCC2)F N-(4-(cis-bicyclo[3.1.0]hexane-3-yloxy)-3,5-difluorophenyl)-2-(hexahydrocyclopenta[b]pyrrol-1(2H)-yl)-5-propyloxazole-4-carboxamide